NC(CO)(CO)COC1=CC=C(C=C1)C1=CC=C(C=C1)\C=C\[C@@H](CO)N1C(=NC=C1)[C@H](C)O 2-amino-2-(((4'-((S,E)-4-hydroxy-3-(2-((S)-1-hydroxyethyl)-1H-imidazol-1-yl)but-1-en-1-yl)-[1,1'-biphenyl]-4-yl)oxy)methyl)propane-1,3-diol